methyl [(6S)-4-{4'-[({4-[(4-cyano-1H-indol-7-yl)sulfamoyl]phenyl}methyl)carbamoyl][1,1'-biphenyl]-4-yl}-2,3,9-trimethyl-6H-thieno[3,2-f][1,2,4]triazolo[4,3-a][1,4]diazepin-6-yl]acetate C(#N)C1=C2C=CNC2=C(C=C1)NS(=O)(=O)C1=CC=C(C=C1)CNC(=O)C1=CC=C(C=C1)C1=CC=C(C=C1)C1=N[C@H](C=2N(C3=C1C(=C(S3)C)C)C(=NN2)C)CC(=O)OC